benzylseleno-benzylideneacetone C(C1=CC=CC=C1)[Se]C(C(C)=O)=CC1=CC=CC=C1